OC=1C(=C(C(=O)[O-])C=CC1)O.[Pb+2].OC=1C(=C(C(=O)[O-])C=CC1)O Lead dihydroxybenzoate